tert-butyl 4-[[2-[3-[4-(ethylsulfonylamino)-2-(6-methyl-7-oxo-1H-pyrrolo[2,3-c]pyridin-4-yl)phenoxy]phenyl]-2,6-diazaspiro[3.3]heptan-6-yl]methyl]piperidine-1-carboxylate C(C)S(=O)(=O)NC1=CC(=C(OC=2C=C(C=CC2)N2CC3(C2)CN(C3)CC3CCN(CC3)C(=O)OC(C)(C)C)C=C1)C=1C3=C(C(N(C1)C)=O)NC=C3